FC=1C=C(C(=CC1CC)[N+](=O)[O-])O 3-fluoro-4-Ethyl-6-nitrophenol